COC1=NC=CC(=C1)N1CC2=C(CC1)N(C(=N2)C(=O)N)C 5-(2-methoxypyridin-4-yl)-1-methyl-4,5,6,7-tetrahydro-1H-imidazo[4,5-c]pyridine-2-carboxamide